N-(2-((1S,3R)-3-((5-cyclopropylpyrimidin-2-yl)amino)cyclohexyl)-3-oxoisoindolin-5-yl)acrylamide C1(CC1)C=1C=NC(=NC1)N[C@H]1C[C@H](CCC1)N1CC2=CC=C(C=C2C1=O)NC(C=C)=O